6-((1-cyclohexyl-1H-pyrazol-4-yl)methyl)-2-oxobenzo[cd]indol C1(CCCCC1)N1N=CC(=C1)CC=1C=2C3=C(C(NC3=CC1)=O)C=CC2